ClC1=C(C=CC=C1)[C@H]1CC[C@H](N1C(=O)C1=CC=C(C=C1)C1=CC(=C(C(=C1)OC)OC)OC)C(=O)O (2S,5R)-5-(2-chlorophenyl)-1-(3',4',5'-trimethoxy-[1,1'-biphenyl]-4-carbonyl)pyrrolidine-2-carboxylic acid